3-(perfluorobutyl)propyl iodide FC(C(C(C(F)(F)F)(F)F)(F)F)(CCCI)F